C(CCCCCCC)N1C=[N+](C=C1)C1=C(C=CC=C1C(C)C)C(C)C 1-octyl-3-(2,6-diisopropylphenyl)imidazolium